(Z)-3-fluoro-N-(2-(2-((4-(4-methylpiperazin-1-yl)phenyl)amino)quinazolin-8-yl)pyridin-4-yl)acrylamide F\C=C/C(=O)NC1=CC(=NC=C1)C=1C=CC=C2C=NC(=NC12)NC1=CC=C(C=C1)N1CCN(CC1)C